2,4-dihydroxyl-3,3-dimethylbutyrate OC(C(=O)[O-])C(CO)(C)C